i-butyl-3-methylpyridinium bromide [Br-].C(C(C)C)[N+]1=CC(=CC=C1)C